C(C(C1=CC(=C(C(=C1)C)O)C)C1=CC(=C(C(=C1)C)O)C)(C1=CC(=C(C(=C1)C)O)C)C1=CC(=C(C(=C1)C)O)C 4,4',4'',4'''-(1,1,2,2-ethanetetrayl)tetrakis(2,6-dimethylphenol)